4,4'-dihydroxybiphenyl (S)-1-amino-1-oxopropan-2-yl-((4-nitrophenoxy)(phenoxy)phosphoryl)-L-alaninate NC(C(C)N([C@@H](C)C(=O)O)P(=O)(OC1=CC=CC=C1)OC1=CC=C(C=C1)[N+](=O)[O-])=O.OC1=CC=C(C=C1)C1=CC=C(C=C1)O